N(=[N+]=[N-])C=1C(=CC2=C(O[C@@H](C(N2)=O)C)N1)C(F)(F)F (3R)-6-azido-3-methyl-7-(trifluoromethyl)-1H,3H-pyrido[2,3-b][1,4]oxazin-2-one